F[C@@H]1CN(CC1)C1=C(C=C2C(=N1)COC2)C(=O)NC=2C=C1C(=CC(NC1=C(C2)OC)=O)C 2-[(3S)-3-fluoropyrrolidin-1-yl]-N-(8-methoxy-4-methyl-2-oxo-1H-quinolin-6-yl)-5,7-dihydrofuro[3,4-b]pyridine-3-carboxamide